C(#N)C1=C(C=C(C=C1)N1CC(C1)NS(=O)(=O)C1=CC(=C(C=C1)OCC)C1=NN2C(C(N1)=O)=C(N=C2CCC)C)C(F)(F)F N-(1-(4-cyano-3-(trifluoromethyl)phenyl)azetidin-3-yl)-4-ethoxy-3-(5-methyl-4-oxo-7-propyl-3,4-dihydroimidazo[5,1-f][1,2,4]triazin-2-yl)benzenesulfonamide